benzyl ((7-bromo-5-cyclopropyl-1H-benzo[d]imidazol-2-yl)methyl)(methyl)carbamate BrC1=CC(=CC2=C1NC(=N2)CN(C(OCC2=CC=CC=C2)=O)C)C2CC2